N,N-diisopropylbenzthiazolylsulfenamide C(C)(C)N(SC=1SC2=C(N1)C=CC=C2)C(C)C